O2-benzyl O7-tert-butyl 2,7-diazaspiro[3.5]nonane-2,7-dicarboxylate C1N(CC12CCN(CC2)C(=O)OC(C)(C)C)C(=O)OCC2=CC=CC=C2